C(C1=CC=CC=C1)ONC(C1=C(C=CC(=C1)Cl)S(N[C@@H]([C@H](C)C1=C(C(=CC=C1F)C)C)C=1OC(NN1)=O)(=O)=O)=O N-(benzyloxy)-5-chloro-2-(N-((1S,2R)-2-(6-fluoro-2,3-dimethylphenyl)-1-(5-oxo-4,5-dihydro-1,3,4-oxadiazol-2-yl)propyl)sulfamoyl)benzamide